tert-Butyl (NE)-N-{(4S)-4-[3-(benzyloxycarbonylamino)-2-chlorophenyl]-4-methyl-1-[(2SR,4RS)-2-methyltetrahydropyran-4-yl]-6-oxohexahydropyrimidin-2-ylidene}-carbamate C(C1=CC=CC=C1)OC(=O)NC=1C(=C(C=CC1)[C@]1(N/C(/N(C(C1)=O)[C@H]1C[C@@H](OCC1)C)=N\C(OC(C)(C)C)=O)C)Cl |&1:24,26|